C1(CC1)C1=NC=NC(=C1C1=NC=CC(=N1)O[C@@H](C)C1=CC(=C(C(=C1)F)C=1N(C=C(N1)C(F)(F)F)C)F)OC |o1:16| rel-(S)-4'-cyclopropyl-4-(1-(3,5-difluoro-4-(1-methyl-4-(trifluoromethyl)-1H-imidazol-2-yl)phenyl)ethoxy)-6'-methoxy-2,5'-bipyrimidine